COCCC(CCCC)N 1-methoxyheptan-3-amine